FC(C1=C(C=CC(=C1)C(F)(F)F)C1C(N(C2=C(CC1)C=C(C=C2)F)CC#CC=2OC(=NN2)C)=O)(F)F 3-[2,4-bis(trifluoromethyl)phenyl]-7-fluoro-1-[3-(5-methyl-1,3,4-oxadiazol-2-yl)prop-2-ynyl]-2,3,4,5-tetrahydro-1H-1-benzazepin-2-one